(S)-32-amino-29-oxo-4,7,10,13,16,19,22,25-octaoxa-28-azatritriacontanedioic acid N[C@@H](CCC(NCCOCCOCCOCCOCCOCCOCCOCCOCCC(=O)O)=O)C(=O)O